(9Z,27Z)-hexatriaconta-9,27-dien-18-yl arginylserinate N[C@@H](CCCNC(N)=N)C(=O)N[C@@H](CO)C(=O)OC(CCCCCCC\C=C/CCCCCCCC)CCCCCCCC\C=C/CCCCCCCC